C1(CCC1)N1N=C(C=2C1=NC(=NC2F)N)C 1-cyclobutyl-4-fluoro-3-methyl-1H-pyrazolo[3,4-d]pyrimidin-6-amine